tert-butyl 4-hydroxy-3-methylazepane-1-carboxylate OC1C(CN(CCC1)C(=O)OC(C)(C)C)C